CN1N=CC(=C1C1=CC=C(C=N1)N)C 6-(1,4-dimethyl-1H-pyrazol-5-yl)pyridin-3-amine